2-(2-methoxypyridin-4-yl)-4-(8-(oxetan-3-yl)-3,8-diazabicyclo[3.2.1]octan-3-yl)-1-tosyl-1H-pyrrolo[2,3-b]pyridine COC1=NC=CC(=C1)C1=CC=2C(=NC=CC2N2CC3CCC(C2)N3C3COC3)N1S(=O)(=O)C1=CC=C(C)C=C1